ClC1=CN=C2C(=NC(=NN21)C2=C(C=CC=C2F)F)NCC2CCNCC2 7-chloro-2-(2,6-difluorophenyl)-N-(piperidin-4-ylmethyl)imidazo[2,1-f][1,2,4]triazin-4-amine